2-(2-Nitro-5-(trifluoromethyl)phenyl)octahydrocyclopenta[c]pyrrole [N+](=O)([O-])C1=C(C=C(C=C1)C(F)(F)F)N1CC2C(C1)CCC2